COC(=O)C1=CC=C2C=C(N(C2=C1)C1=CC=C(C=C1)Cl)C 1-(4-Chlorophenyl)-2-methyl-1H-indole-6-carboxylic acid methyl ester